6,6a,7,11b-tetrahydro-5H-indeno[2,1-c]quinoline C1=C2C3C(CNC2=CC=C1)CC1=CC=CC=C13